CC1=CC=C2C(C(C=3C=CC(=C1C32)C)=O)=O 5,6-dimethylacenaphthenequinone